2-Acetamido-N-(6-(dimethylamino)pyridazin-3-yl)benzamide C(C)(=O)NC1=C(C(=O)NC=2N=NC(=CC2)N(C)C)C=CC=C1